3-(2-fluorophenyl)-1H-pyrazol-5-ol FC1=C(C=CC=C1)C1=NNC(=C1)O